ClC=1C=C(SC1)[C@@H]1CN(CC1)C(=O)C1=CC(=NN1)C1=CN=NC=C1 [(3S)-3-(4-chloro-2-thienyl)pyrrolidin-1-yl]-(3-pyridazin-4-yl-1H-pyrazol-5-yl)methanone